8-chloro-N-ethyl-7,9-dimethyl-pyrido[3',2':4,5]furo[3,2-d]pyrimidin-4-amine hydrochloride Cl.ClC1=C(C2=C(OC3=C2N=CN=C3NCC)N=C1C)C